methyltriethyl-ammonium methyl-sulfate COS(=O)(=O)[O-].C[N+](CC)(CC)CC